4-chloro-6-fluoro-3-methyl-2-(2-methylpyrazol-3-yl)aniline ClC1=C(C(=C(N)C(=C1)F)C=1N(N=CC1)C)C